CC([C@@H](C(=O)N1[C@@H]([C@H]2C([C@H]2C1)(C)C)C(=O)OC)NC=1C=NC=NC1)(C)C methyl (1R,2S,5S)-3-[(2S)-3,3-dimethyl-2-(pyrimidin-5-ylamino) butanoyl]-6,6-dimethyl-3-azabicyclo[3.1.0]hexane-2-carboxylate